(p-tolyl) 2-phenylpropanethioate C1(=CC=CC=C1)C(C(OC1=CC=C(C=C1)C)=S)C